2-{6-Cyclopropyl-4-[4-fluoro-2-(4-methyl-1,2,4-triazol-3-yl)phenyl]pyridin-2-yl}-6-({[(1-hydroxycyclopentyl)methyl]amino}methyl)-3H-isoindol-1-one C1(CC1)C1=CC(=CC(=N1)N1C(C2=CC(=CC=C2C1)CNCC1(CCCC1)O)=O)C1=C(C=C(C=C1)F)C1=NN=CN1C